ONC(=O)C=1C=NC(=NC1)N1CC2C(C2C1)NCC1=NC2=CC=C(C=C2C=C1)F N-hydroxy-2-(6-{[(6-Fluoroquinolin-2-yl)methyl]amino}-3-azabicyclo[3.1.0]hex-3-yl)-pyrimidine-5-carboxamide